propylphenol CCCC1=CC=CC=C1O